FC(CN(C1=NC=2N(C3=CC=C(C=C13)F)C(=NN2)C)C2=CC(=NC=C2)C#CC2(CC2)C)F N-(2,2-difluoroethyl)-7-fluoro-1-methyl-N-(2-((1-methylcyclopropyl)ethynyl)pyridin-4-yl)-[1,2,4]triazolo[4,3-a]quinazolin-5-amine